6-[[3-(trifluoromethyl)pyrazol-1-yl]methyl]-2-azaspiro[3.3]heptane FC(C1=NN(C=C1)CC1CC2(CNC2)C1)(F)F